(5-(2-chloro-6-fluorophenyl)pyridin-2-yl)methanamine ClC1=C(C(=CC=C1)F)C=1C=CC(=NC1)CN